N-((2-(6-(1-oxa-7-azaspiro[3.5]nonan-7-yl)pyridin-2-yl)-1,6-naphthyridin-7-yl)methyl)-4-methyl-3-(methylsulfonyl)benzamide O1CCC12CCN(CC2)C2=CC=CC(=N2)C2=NC1=CC(=NC=C1C=C2)CNC(C2=CC(=C(C=C2)C)S(=O)(=O)C)=O